1-(2,4,6-tris(methoxymethoxy)-3-methylphenyl)but-2-en-1-one COCOC1=C(C(=CC(=C1C)OCOC)OCOC)C(C=CC)=O